C[C@H](CC(=O)CC(C)(C)O)[C@H]1CC[C@@H]2[C@@]1(CCC3=C2CC[C@@H]4[C@@]3(CC[C@@H](C4(C)C)O[C@H]5[C@@H]([C@H]([C@@H](CO5)O[C@H]6[C@@H]([C@H]([C@H]([C@H](O6)CO)O)O)NC(=O)C)O)O[C@H]7[C@@H]([C@H]([C@@H]([C@H](O7)CO[C@H]8[C@@H]([C@H]([C@@H]([C@H](O8)CO)O)O)O[C@H]9[C@@H]([C@H]([C@@H]([C@H](O9)CO)O)O)O)O)O)NC(=O)C)C)C The molecule is a triterpenoid saponin isolated from the sponge Melophlus sarasinorum and has been shown to exhibit antimicrobial activity. It has a role as an antimicrobial agent and a marine metabolite. It is an amino pentasaccharide, a triterpenoid saponin and a tetracyclic triterpenoid.